OC1[C@H](O)[C@@H](O)[C@H](O1)[C@H](O)CO D-Glucofuranose